COC1=C(C=CC(=C1)C=CCOCC1OC(OC1)=O)C=CCOCC1OC(OC1)=O ((((2-methoxy-1,4-phenylene)bis(prop-2-ene-3,1-diyl))bis(oxy))bis(methylene))bis(1,3-dioxolan-2-one)